NC=1C=C(C(=NC1I)N(C(OC(C)(C)C)=O)C(=O)OC(C)(C)C)C tert-butyl (5-amino-6-iodo-3-methylpyridin-2-yl)(tert-butoxycarbonyl)carbamate